ClC1=C(C=C(C=C1)C1=NN2C(CNCC2)=C1)F 2-(4-chloro-3-fluorophenyl)-4,5,6,7-tetrahydropyrazolo[1,5-a]pyrazine